4,5,6,7-tetrachloro-2-((3R,4R,5R,6R)-2,4,5-trihydroxy-6-(hydroxymethyl)tetrahydro-2H-pyran-3-yl)isoindoline-1,3-dione ClC1=C2C(N(C(C2=C(C(=C1Cl)Cl)Cl)=O)[C@H]1C(O[C@@H]([C@@H]([C@@H]1O)O)CO)O)=O